(Z)-1-(((1r,4r)-4-aminocyclohexyl)methyl)-3-((3,5-dimethyl-1H-pyrrol-2-yl)methylene)-5-(1,2,4-oxadiazol-3-yl)indol-2-one hydrochloride Cl.NC1CCC(CC1)CN1C(\C(\C2=CC(=CC=C12)C1=NOC=N1)=C/C=1NC(=CC1C)C)=O